N4-[5-[[4-[[5-(acetylhydroxyamino)pentyl]amino]-1,4-dioxobutyl]hydroxyamino]pentyl]-N1-(5-aminopentyl)-N1-hydroxybutanediamide C(C)(=O)N(CCCCCNC(CCC(=O)N(CCCCCNC(CCC(=O)N(O)CCCCCN)=O)O)=O)O